FC1(C(C1)C(=O)NC1=NC=C(C=N1)C1=NC(=NC=C1)NC=1C=NN(C1)C)F 2,2-difluoro-N-(2-((1-methyl-1H-pyrazol-4-yl)amino)-[4,5'-bipyrimidin]-2'-yl)cyclopropane-1-carboxamide